ClC=1C=C2C=C(NC2=CC1OCC=1N=CSC1)CNC(C(C)F)=O N-((5-chloro-6-(thiazol-4-ylmethoxy)-1H-indol-2-yl)methyl)-2-fluoropropanamide